FC=1C=C(C=C(C1)F)C1=CNC2=NC=CC(=C21)OC2=C(C=C(NC=1OC[C@](CN1)(F)CO)C=C2F)F |r| (+/-)-[2-(4-{[3-(3,5-difluorophenyl)-1H-pyrrolo[2,3-b]pyridin-4-yl]oxy}-3,5-difluoroanilino)-5-fluoro-5,6-dihydro-4H-1,3-oxazin-5-yl]methanol